N-(4-(furan-2-yl)-3-methoxybenzyl)-1-isobutyryl-6-methyl-4-(phenylsulfonyl)piperazine-2-carboxamide O1C(=CC=C1)C1=C(C=C(CNC(=O)C2N(C(CN(C2)S(=O)(=O)C2=CC=CC=C2)C)C(C(C)C)=O)C=C1)OC